C(=O)(OC(C)(C)C)NCCCCCCCCN N-Boc-1,8-octanediamine